3'-chloro-3'''-(4,6-diphenyl-1,3,5-triazin-2-yl)-[1,1':4',1'':4'',1'''-quaterphenyl]-4-carbonitrile ClC=1C=C(C=CC1C1=CC=C(C=C1)C1=CC(=CC=C1)C1=NC(=NC(=N1)C1=CC=CC=C1)C1=CC=CC=C1)C1=CC=C(C=C1)C#N